2-(2,6-dioxopiperidin-3-yl)-4-(2-fluoro-4-((4-(tetrahydro-2H-pyran-4-yl)piperidin-1-yl)methyl)benzylamino)isoindoline-1,3-dione O=C1NC(CCC1N1C(C2=CC=CC(=C2C1=O)NCC1=C(C=C(C=C1)CN1CCC(CC1)C1CCOCC1)F)=O)=O